C(C1=CC=CC=C1)C=1C=C(C=CC1)C=1C=CC2=C(N(C(OC2=O)=O)C)N1 7-(3-benzylphenyl)-1-methyl-1H-pyrido[2,3-d][1,3]oxazine-2,4-dione